3-(3,5-dichlorobenzyl)-4-methyl-2-oxo-2H-chromen ClC=1C=C(CC=2C(OC3=CC=CC=C3C2C)=O)C=C(C1)Cl